(R,S)-(1,3,4-trimethyl cyclohexyl)methyl acetate C(C)(=O)OC[C@]1(C[C@@H](C(CC1)C)C)C